C(C(CCCCCCCCCC)O)O 1,2-dodec-anediol